FC1=CC=C(C2=CC=CC=C12)B1OC(C(O1)(C)C)(C)C 2-(4-fluoro-1-naphthyl)-4,4,5,5-tetramethyl-1,3,2-dioxaborolane